ClC=1C=C(C=CC1Cl)NC(=O)[C@H]1[C@@H]2C[C@H]([C@H]([C@H]1C1=CC(=NC=C1)C)O2)O (1S,2R,3R,4S,5R)-N-(3,4-dichlorophenyl)-5-hydroxy-3-(2-methylpyridin-4-yl)-7-oxabicyclo[2.2.1]heptane-2-carboxamide